5-chloro-2-(2-methylazetidin-1-yl)-6-(trifluoromethyl)pyridine ClC=1C=CC(=NC1C(F)(F)F)N1C(CC1)C